1-(3-((3-cyano-1-azetidinyl)sulfonyl)benzoyl)-N-((1S)-1-(3,5-difluorophenyl)propyl)-D-prolinamide C(#N)C1CN(C1)S(=O)(=O)C=1C=C(C(=O)N2[C@H](CCC2)C(=O)N[C@@H](CC)C2=CC(=CC(=C2)F)F)C=CC1